BrC1=CC=C(S1)CNS(=O)(=O)C N-((5-bromothiophen-2-yl)methyl)methanesulfonamide